chloro-dimethyl-silane Cl[SiH](C)C